C(C)(C)(C)OC(=O)N1[C@@H](CN[C@H](C1)CN1[C@@H](COCC1)C)C (2R,5S)-tert-butyl-2-methyl-5-{[(R)-3-methylmorpholino]methyl}piperazine-1-carboxylate